3-trans-6-chloro-N-(4-((2-(4-chloro-3-fluorophenoxy)acetamido)methyl)cyclohexyl)quinoline-2-carboxamide ClC=1C=C2C=CC(=NC2=CC1)C(=O)NC1CCC(CC1)CNC(COC1=CC(=C(C=C1)Cl)F)=O